12-(((4,4-bis(((Z)-oct-5-en-1-yl)oxy)butanoyl)oxy)methyl)-6-methyl-4,9,15-trioxo-1-(pyrrolidin-1-yl)-5,10,14-trioxa-3-azahenicosan-21-yl-2-butyloctanoate C(CCC\C=C/CC)OC(CCC(=O)OCC(COC(CCC(OC(NCCN1CCCC1)=O)C)=O)COC(CCCCCCOC(C(CCCCCC)CCCC)=O)=O)OCCCC\C=C/CC